BrC1=CC2=C(O1)C=1C=CC3=C(OC(=C3)Br)C1C=C2 2,7-dibromonaphtho[1,2-b:5,6-b']Difuran